C(C)(C)(C)OC(=O)C=1C2=C(SC1N)CC(CC2)(C(NC)=O)NC(=O)OCC2=CC=CC=C2.C2=CC=CC=1C=CC=3C(=C4C=CC=CC4=NC3C12)CCCCCCCCCCCC1=C2C=CC=CC2=NC=2C3=C(C=CC12)C=CC=C3 1,11-bis(7-benzo[c]acridinyl)undecane tert-butyl-2-amino-6-(((benzyloxy)carbonyl)amino)-6-(methylcarbamoyl)-4,5,6,7-tetrahydrobenzo[b]thiophene-3-carboxylate